C(C1=CC=CC=C1)NC1=NC=2N(C=C1)N=C(C2Br)C=2OC=CC2 N-benzyl-3-bromo-2-(2-furyl)pyrazolo[1,5-a]pyrimidin-5-amine